N-(6-amino-5-ethylpyridin-3-yl)-2-(5-methyl-2-(2'-oxospiro[cyclobutane-1,3'-indol]-5'-yl)piperidin-1-yl)-2-oxoacetamide NC1=C(C=C(C=N1)NC(C(=O)N1C(CCC(C1)C)C=1C=C2C3(C(NC2=CC1)=O)CCC3)=O)CC